NC=1C=C(C=C(C1)C(F)(F)F)[C@@H](C)NC1=NNC(C2=CC=C(C=C12)N1CCOCC1)=O (R)-4-((1-(3-amino-5-(trifluoromethyl)phenyl)ethyl)amino)-6-morpholinophthalazin-1(2H)-one